BrC=1C=NC=2CCN(C(C2C1)=O)[C@@H]1CN(C[C@@H]1F)C(=O)OC(C)(C)C tert-butyl cis-3-(3-bromo-5-oxo-7,8-dihydro-1,6-naphthyridin-6(5H)-yl)-4-fluoropyrrolidine-1-carboxylate